C(#N)C1=C(C=C(C=C1)N1C(OC(C1)C(=O)NC1=CC(=CC=C1)C#N)C(F)(F)F)C(F)(F)F 3-(4-Cyano-3-(trifluoromethyl)phenyl)-N-(3-cyanophenyl)-2-(trifluoromethyl)oxazolidin-5-carboxamid